tert-butyl 4-(2-(3-((6-(2,6-dichlorophenyl)-8-methyl-7-oxo-7,8-dihydro pyrido[2,3-d]pyrimidin-2-yl)amino)phenoxy)ethyl)piperazine-1-carboxylate ClC1=C(C(=CC=C1)Cl)C1=CC2=C(N=C(N=C2)NC=2C=C(OCCN3CCN(CC3)C(=O)OC(C)(C)C)C=CC2)N(C1=O)C